C(C1=CC=CC=C1)OC=1C=C2C(CC(=C(C2=CC1)C=1C=CC(=NC1)N1CCC(CC1)C(OC)OC)C1=CC=CC=C1)(F)F 5-(6-benzyloxy-4,4-difluoro-2-phenyl-3H-naphthalen-1-yl)-2-[4-(dimethoxymethyl)-1-piperidyl]pyridine